tricetyl borate B(OCCCCCCCCCCCCCCCC)(OCCCCCCCCCCCCCCCC)OCCCCCCCCCCCCCCCC